OCC(CC(=O)NC1=CC=C(C=C1)C(F)(F)F)N1CCOC2(CCN(C2)C2=CC=C(C=C2)OC(F)(F)F)C1 4-hydroxy-3-{2-[4-(trifluoromethoxy)phenyl]-6-oxa-2,9-diazaspiro[4.5]dec-9-yl}-N-[4-(trifluoromethyl)phenyl]butanamide